4-[4-[8-chloro-7-[2-methyl-3-(2-trimethylsilylethoxymethyl)benzimidazol-5-yl]oxy-quinoxalin-2-yl]pyrazol-1-yl]-N,N-dimethyl-piperidine-1-carboxamide ClC=1C(=CC=C2N=CC(=NC12)C=1C=NN(C1)C1CCN(CC1)C(=O)N(C)C)OC1=CC2=C(N=C(N2COCC[Si](C)(C)C)C)C=C1